N-(4-(3-fluoro-4-methoxyphenyl)tetrahydro-2H-pyran-4-yl)-4-(trifluoromethoxy)benzene-sulfonamide FC=1C=C(C=CC1OC)C1(CCOCC1)NS(=O)(=O)C1=CC=C(C=C1)OC(F)(F)F